ClC1=CC=C(CN2C(=CC=3N(C(N(C(C32)=O)CCCO)=O)C)C3=CCCC3)C=C1 5-(4-chlorobenzyl)-6-(cyclopent-1-en-1-yl)-3-(3-hydroxypropyl)-1-methyl-1,5-dihydro-2H-pyrrolo[3,2-d]pyrimidine-2,4(3H)-dione